FC=1C(=C2C=CN=CC2=C(C1)[C@@H](CCO)O)CNC1CC(C1)OC1=CC(=C(C=C1)F)C(F)(F)F (R)-1-(6-fluoro-5-((((1r,3R)-3-(4-fluoro-3-(trifluoromethyl)phenoxy)cyclobutyl)amino)methyl)isoquinolin-8-yl)propane-1,3-diol